CCC(CC)N1C=NC(=C1)C(=O)O 1-(Pentane-3-yl)-1H-imidazole-4-carboxylic acid